3-(methoxysilyl)-propyloctadecyldimethylammonium chloride [Cl-].CO[SiH2]CCC[N+](C)(C)CCCCCCCCCCCCCCCCCC